1-(5-(2-fluorophenyl)-1-((3-(2-methoxyethoxy)phenyl)sulfonyl)-1H-pyrrol-3-yl)-N-methylmethanamine FC1=C(C=CC=C1)C1=CC(=CN1S(=O)(=O)C1=CC(=CC=C1)OCCOC)CNC